1-(2-methoxyphenyl)azetidin-3-ol COC1=C(C=CC=C1)N1CC(C1)O